Propynyl sulfite S(=O)(OC#CC)[O-]